IC1=CC=C(C=C1)CCCC(=O)NCCCC[C@H](N)C(=O)O Nε-(4-(4-iodophenyl)butanoyl)lysine